(S)-6-ethyl-2-((4-((2-hydroxy-1-phenylethyl)amino)-5-(5-(pyridin-2-yl)-1,3,4-oxadiazol-2-yl)pyridin-2-yl)amino)-7,7-dimethyl-6,7-dihydro-5H-pyrrolo[3,4-b]pyridin-5-one C(C)N1C(C2=NC(=CC=C2C1=O)NC1=NC=C(C(=C1)N[C@H](CO)C1=CC=CC=C1)C=1OC(=NN1)C1=NC=CC=C1)(C)C